6-chloro-N-[5-chloro-1-(1-methylcyclopropyl)-1H-pyrazol-4-yl]-7-[4-fluoro-1-(oxetan-3-yl)piperidin-4-yl]quinazolin-2-amine ClC=1C=C2C=NC(=NC2=CC1C1(CCN(CC1)C1COC1)F)NC=1C=NN(C1Cl)C1(CC1)C